tert-butyl-(6S,7R)-7-((3-(2,6-dioxopiperidin-3-yl)-1-methyl-1H-indazol-6-yl)amino)-6-methyl-2-azaspiro[3.5]nonane-2-carboxylate C(C)(C)(C)OC(=O)N1CC2(C1)C[C@@H]([C@@H](CC2)NC2=CC=C1C(=NN(C1=C2)C)C2C(NC(CC2)=O)=O)C